(R/S)-1-(2-hydroxybutyl)-6-[3-(trifluoromethyl)phenyl]-3H-imidazo[4,5-b]pyridin-2-one O[C@@H](CN1C(NC2=NC=C(C=C21)C2=CC(=CC=C2)C(F)(F)F)=O)CC |r|